The molecule is a linear amino tetrasaccharide comprising alpha-L-fucose, beta-D-galactose, N-acetyl-beta-D-glucose and N-acetyl-alpha-glucose residues linked sequentially (1->2), (1->4) and (1->6). It is an amino tetrasaccharide, a glucosamine oligosaccharide and a galactosamine oligosaccharide. C[C@H]1[C@H]([C@H]([C@@H]([C@@H](O1)O[C@@H]2[C@H]([C@H]([C@H](O[C@H]2O[C@@H]3[C@H](O[C@H]([C@@H]([C@H]3O)NC(=O)C)OC[C@@H]4[C@@H]([C@@H]([C@H]([C@H](O4)O)NC(=O)C)O)O)CO)CO)O)O)O)O)O